(3S)-4-{[4-(BUT-2-YNYLOXY)PHENYL]SULFONYL}-N-HYDROXY-2,2-DIMETHYLTHIOMORPHOLINE-3-CARBOXAMIDE C(C#CC)OC1=CC=C(C=C1)S(=O)(=O)N1[C@H](C(SCC1)(C)C)C(=O)NO